2-(2,6-dioxopiperidin-3-yl)-5-(3-(2-hydroxyethyl)azetidin-1-yl)isoindoline-1,3-dione O=C1NC(CCC1N1C(C2=CC=C(C=C2C1=O)N1CC(C1)CCO)=O)=O